FC(C=1N=C2N(C=C(N=C2)CC2CC3(CN(C3)C(=O)N3C[C@@H]4[C@@H](OCC(N4)=O)CC3)C2)C1)(F)F (4aR,8aS)-6-[6-[[2-(trifluoromethyl)imidazo[1,2-a]pyrazin-6-yl]methyl]-2-azaspiro[3.3]heptane-2-carbonyl]-4,4a,5,7,8,8a-hexahydropyrido[4,3-b][1,4]oxazin-3-one